Methanesulfonic acid (Z)-20-((4-methoxybenzyl) oxy)-3-nonyleicosa-13-en-1-yl ester COC1=CC=C(COCCCCCC\C=C/CCCCCCCCCC(CCOS(=O)(=O)C)CCCCCCCCC)C=C1